BrC=1C=C2C=NN(C2=CC1)C(C)C 5-bromo-1-isopropyl-indazole